4,4'-ethylenebisstyrene C(CC1=CC=C(C=C)C=C1)C1=CC=C(C=C)C=C1